FC=1C(=NC=C(C1)[N+](=O)[O-])N[C@@H]1C[C@H](CC1)NC1=NN2C(C=C(C=C2)C(F)(F)F)=N1 (1s,3s)-N1-(3-fluoro-5-nitro-2-pyridinyl)-N3-[7-(trifluoromethyl)-[1,2,4]triazolo[1,5-a]pyridin-2-yl]cyclopentane-1,3-diamine